OC1=CC2=C(C=C(O2)C(=C)C)C=C1C(C=CC1=CC=CC=C1)=O 1-(6-Hydroxy-2-(prop-1-en-2-yl)benzofuran-5-yl)-3-phenylprop-2-en-1-one